BrC1=NN(C(=N1)CC(C)O)C (3-bromo-1-methyl-1H-1,2,4-triazol-5-yl)propan-2-ol